N1=CC(=C2N1C=CC=C2)C(=O)N pyrazolo[1,5-a]pyridine-3-carboxamide